N-isoindolin-5-yl-2-[3-methyl-5-(1-piperidylsulfonyl)indol-1-yl]propanamide C1NCC2=CC(=CC=C12)NC(C(C)N1C=C(C2=CC(=CC=C12)S(=O)(=O)N1CCCCC1)C)=O